9-bromononan-1-ol BrCCCCCCCCCO